tert-butyl (2-((1-(4-chloro-2-fluorophenyl)piperidin-4-yl)amino)ethyl)carbamate ClC1=CC(=C(C=C1)N1CCC(CC1)NCCNC(OC(C)(C)C)=O)F